N1CC(C1)[C@@H](C)NC(=O)C1=CC2=CC3=CC4=CC=CC=C4C=C3C(=C2C=C1)C1=CC=C(C=C1)C(F)(F)F (R)-N-(1-(azetidin-3-yl)ethyl)-5-(4-(trifluoromethyl)phenyl)-2-naphthacenecarboxamide